(S)-1-[m-({N-methyl[p-(4-morpholino-1H-1,5,7-triazainden-2-yl)phenyl]aminosulfonyl}methyl)phenyl]-3-pyrrolidinamine CN(S(=O)(=O)CC=1C=C(C=CC1)N1C[C@H](CC1)N)C1=CC=C(C=C1)C=1NC2=NC=NC(=C2C1)N1CCOCC1